N-[6-(5-chloro-2-fluorophenyl)pyridazin-4-yl]-7-(2-{octahydropyrrolo[3,4-c]pyrrol-2-yl}ethoxy)quinolin-4-amine ClC=1C=CC(=C(C1)C1=CC(=CN=N1)NC1=CC=NC2=CC(=CC=C12)OCCN1CC2CNCC2C1)F